C1(CCCCC1)N(C(=O)C=1N=C(SC1)C=1C=NN(C1)C1=CC=CC=C1)CCN(C)C N-cyclohexyl-N-[2-(dimethylamino)ethyl]-2-(1-phenyl-1H-pyrazol-4-yl)-1,3-thiazole-4-carboxamide